(R)-1-(1-(5-(Benzo[d]thiazol-7-yl)pyridin-2-yl)-2-hydroxyethyl)-3-(2-ethynyl-thiazol-4-yl)urea S1C=NC2=C1C(=CC=C2)C=2C=CC(=NC2)[C@H](CO)NC(=O)NC=2N=C(SC2)C#C